7-fluoro-N,1-dimethyl-8-((methylthio)(tosyl)methyl)-N-Phenyl-[1,2,4]triazolo[4,3-a]quinazolin-5-amine FC=1C=C2C(=NC=3N(C2=CC1C(S(=O)(=O)C1=CC=C(C)C=C1)SC)C(=NN3)C)N(C3=CC=CC=C3)C